6-(Benzylimino)ethyl-2-acetylpyridin C(C1=CC=CC=C1)N=CCC1=CC=CC(=N1)C(C)=O